C(C1=CC=CC=C1)OC(=O)N1CC(C(C1)C)NS(=O)(=O)CF 3-(fluoromethylsulfonylamino)-4-methyl-pyrrolidine-1-carboxylic acid benzyl ester